N-(2,6-difluoro-3-(1-(tetrahydro-2H-pyran-2-yl)-5-(4,4,5,5-tetramethyl-1,3,2-dioxaborolan-2-yl)-1H-pyrazolo[3,4-b]pyridine-3-carbonyl)phenyl)propane-1-sulfonamide FC1=C(C(=CC=C1C(=O)C1=NN(C2=NC=C(C=C21)B2OC(C(O2)(C)C)(C)C)C2OCCCC2)F)NS(=O)(=O)CCC